N-(1-benzyl-4-(1H-indazol-5-yl)piperidin-4-yl)carboxamide C(C1=CC=CC=C1)N1CCC(CC1)(C=1C=C2C=NNC2=CC1)NC=O